tert-butyl (4-((3-cyclopropyl-1-((2-(trimethylsilyl) ethoxy)methyl)-1H-pyrrolo[2,3-b]pyridin-4-yl)oxy)-2-fluorophenyl)carbamate C1(CC1)C1=CN(C2=NC=CC(=C21)OC2=CC(=C(C=C2)NC(OC(C)(C)C)=O)F)COCC[Si](C)(C)C